((5-bromo-4-(2,4-difluorophenoxy)pyridin-2-yl)methyl)-3-(4-nitrophenyl)thiourea BrC=1C(=CC(=NC1)CNC(=S)NC1=CC=C(C=C1)[N+](=O)[O-])OC1=C(C=C(C=C1)F)F